F[C@@H]1C[C@@]2(CCCN2C1)COC=1N=CC2=C(N1)C=C(N=C2N(C)C)C2=CC(=CC1=CC=C(C(=C21)C#C[Si](C(C)C)(C(C)C)C(C)C)F)OCOC 2-{[(2R,7aS)-2-fluoro-hexahydropyrrolizin-7a-yl]methoxy}-7-[7-fluoro-3-(methoxymethoxy)-8-[2-(triisopropylsilyl)ethynyl]naphthalen-1-yl]-N,N-dimethylpyrido[4,3-d]pyrimidin-5-amine